C1=CC(=CC=C1[N+]#N)[As](=O)(O)[O-] The molecule is the aromatic diazonium ion that is diazotised 4-aminophenylarsonic acid. It has a role as a hapten. It derives from a phenylarsonate(1-).